3-(4-amino-1,2,5-oxadiazol-3-yl)-4-(3-bromobenzyl)-1,2,4-oxadiazol-5(4H)-one NC=1C(=NON1)C1=NOC(N1CC1=CC(=CC=C1)Br)=O